The molecule is an octadecatrienoic acid having three double bonds located at positions 5, 9 and 12 (the all-cis-isomer). It has a role as a plant metabolite and an antineoplastic agent. CCCCC/C=C\\C/C=C\\CC/C=C\\CCCC(=O)O